C(C)(C)(C)C=1NC=CC1N1CC2=CC=CC(=C2CC1)OC1=CC=C(C=C1)C(F)(F)F tert-butyl-3-(5-(4-(trifluoromethyl)phenoxy)-3,4-dihydroisoquinolin-2(1H)-yl)pyrrole